4-((2-fluorophenyl)ethynyl)-N-((1-(2-(hydroxyamino)-2-oxoethyl)cyclohexyl)methyl)benzamide FC1=C(C=CC=C1)C#CC1=CC=C(C(=O)NCC2(CCCCC2)CC(=O)NO)C=C1